CC1=C(C=C(COC2CN(C2)C(=O)N2C[C@@H]3[C@@H](OCC(N3)=O)CC2)C=C1)C(F)(F)F (4aR,8aS)-6-(3-((4-methyl-3-(trifluoromethyl)benzyl)oxy)azetidine-1-carbonyl)hexahydro-2H-pyrido[4,3-b][1,4]oxazin-3(4H)-one